C1(CC1)N1C(CC2=C(C=CC=C12)C1=C(C=C(C=C1O)CCC)O)=O 1-Cyclopropyl-4-(2,6-dihydroxy-4-propylphenyl)indolin-2-one